COC(=O)C1C(C1C#CCl)(C)C 3-(2-chloroethynyl)-2,2-dimethylcyclopropanecarboxylic acid methyl ester